COC(=O)C1=NC=CC=C1C(N(C)C1=CC=C(C=C1)O)=O ((4-hydroxyphenyl)(methyl)carbamoyl)pyridinecarboxylic acid methyl ester